C(CCCCC)SC1CCC(CC1)=O 4-(hexylthio)cyclohexanone